N-(1-(2,6-dihydroxy-5'-methyl-4-pentyl-2'-(prop-1-en-2-yl)-[1,1'-biphenyl]-3-yl)ethyl)-N-methylazetidine-1-carboxamide OC1=C(C(=CC(=C1C(C)N(C(=O)N1CCC1)C)CCCCC)O)C1=C(C=CC(=C1)C)C(=C)C